FC1=C(OC2=CC=CC3=C2C2(CC2)CO3)C=CC(=C1)[N+](=O)[O-] 4-(2-fluoro-4-nitro-phenoxy)spiro[2H-benzofuran-3,1'-cyclopropane]